[C@H]12CN(C[C@H](CC1)N2)C=2C1=C(N=C(N2)OCCN(C)C)C(=C(N=C1)C1=CC=CC2=CC=CC(=C12)Cl)F 2-((4-((1R,5S)-3,8-diazabicyclo[3.2.1]octan-3-yl)-7-(8-chloronaphthalen-1-yl)-8-fluoropyrido[4,3-d]pyrimidin-2-yl)oxy)-N,N-dimethylethan-1-amine